3-[4-[[[2-(2,6-dioxo-3-piperidyl)-1-oxo-isoindolin-5-yl]amino]methyl]triazol-1-yl]propanoic acid O=C1NC(CCC1N1C(C2=CC=C(C=C2C1)NCC=1N=NN(C1)CCC(=O)O)=O)=O